O[C@]1(CN(CC1)C1=NC=CC(=C1)C(=O)NC1=NC2=C(N1)C(=CC=C2C=2C=NN(C2)C)OC)C 2-[(3R)-3-hydroxy-3-methylpyrrolidin-1-yl]-N-[7-methoxy-4-(1-methyl-1H-pyrazol-4-yl)-1H-1,3-benzodiazol-2-yl]pyridine-4-carboxamide